O[C@]1(CN2[C@H](CO1)CN(CC2)C(=O)C2=C(C(=CC=C2)OC)Cl)C2=NC1=C(N2C)C=CC=C1 [(3S,9aS)-3-hydroxy-3-(1-methylbenzimidazol-2-yl)-1,4,6,7,9,9a-hexahydropyrazino[2,1-c][1,4]oxazin-8-yl]-(2-chloro-3-methoxy-phenyl)methanone